N-(3-methoxybenzyl)-2-((2-(2-morpholinoethoxy)ethoxy)methyl)-N-(quinolin-7-ylmethyl)pyridin-4-amine COC=1C=C(CN(C2=CC(=NC=C2)COCCOCCN2CCOCC2)CC2=CC=C3C=CC=NC3=C2)C=CC1